N-(5-cyclopentyl-1H-pyrazol-3-yl)imidazo[1,2-b]pyridazin-7-amine C1(CCCC1)C1=CC(=NN1)NC1=CC=2N(N=C1)C=CN2